FC(C(=O)O)(F)F.CN(CCN)CC=1C(=NNC1)C1CCC(CC1)N1CCOCC1 N1-methyl-N1-((3-(4-morpholinocyclohexyl)-1H-pyrazol-4-yl)methyl)ethane-1,2-diamine trifluoroacetate